C-(6-methoxy-pyridin-3-yl)-methylamine COC1=CC=C(C=N1)CN